4-(2-([3,4'-bipiperidin]-1-yl)ethyl)-3-fluorobenzonitrile N1(CC(CCC1)C1CCNCC1)CCC1=C(C=C(C#N)C=C1)F